1-(2-fluoro-4-(5-(trifluoromethyl)-1,2,4-oxadiazol-3-yl)phenyl)-2-((4-methylbenzyl)oxy)ethan-1-one FC1=C(C=CC(=C1)C1=NOC(=N1)C(F)(F)F)C(COCC1=CC=C(C=C1)C)=O